(3R,6S)-6-((methylsulfonyl)methyl)tetrahydro-2H-Pyran-3-amine hydrochloride Cl.CS(=O)(=O)C[C@@H]1CC[C@H](CO1)N